iodine n-propane CCC.[I]